C1=CC=CC=2C3=CC=CC=C3C(C12)COC(=O)N([C@H](C(=O)O)[C@@H](CC)C)C (2S,3R)-2-[9H-fluoren-9-ylmethoxycarbonyl(methyl)amino]-3-methyl-pentanoic acid